(6-chloropyridin-3-yl)(4-((4-(piperidin-4-ylmethyl)piperazin-1-yl)methyl)phenyl)methanone ClC1=CC=C(C=N1)C(=O)C1=CC=C(C=C1)CN1CCN(CC1)CC1CCNCC1